methyl (S)-2-benzyl-3-((3R,6S)-6-(hydroxymethyl)tetrahydro-2H-pyran-3-yl)-7-methyl-3,7,8,9-tetrahydro-6H-imidazo[4,5-f]quinoline-6-carboxylate C(C1=CC=CC=C1)C=1N(C=2C(=C3CC[C@@H](N(C3=CC2)C(=O)OC)C)N1)[C@H]1CO[C@@H](CC1)CO